Ethyl 4-methyl-2-(3-(3-morpholinobenzamido)propanamido)thiazole-5-carboxylate CC=1N=C(SC1C(=O)OCC)NC(CCNC(C1=CC(=CC=C1)N1CCOCC1)=O)=O